NC1=NC=CC=C1C1=NC=2C(=NC(=CC2)C2=CC=CC=C2)N1C1=CC=C(C=C1)C1CN(C1)CC1=CC(=C(C(=O)O)C(=C1)O)F 4-[[3-[4-[2-(2-amino-3-pyridyl)-5-phenyl-imidazo[4,5-b]pyridin-3-yl]phenyl]azetidin-1-yl]methyl]-2-fluoro-6-hydroxy-benzoic acid